((tert-butyldimethylsilyl)oxy)benzo[d]thiazole [Si](C)(C)(C(C)(C)C)OC=1SC2=C(N1)C=CC=C2